COC([C@@H](CNC(=O)C1=CC2=NC=CC(=C2S1)C(F)F)N)=O (R)-2-amino-3-(7-(difluoromethyl)thieno[3,2-b]pyridine-2-carboxamido)propionic acid methyl ester